(S)-4-bromo-2-nitro-5-((tetrahydrofuran-3-yl)oxy)benzamide BrC1=CC(=C(C(=O)N)C=C1O[C@@H]1COCC1)[N+](=O)[O-]